NC(C(=O)NCCCN=[N+]=[N-])CS 2-amino-N-(3-azidopropyl)-3-mercaptopropionamide